2-[2-(diethylamino)ethoxy]-N,N-dimethyl-acetamide C(C)N(CCOCC(=O)N(C)C)CC